C(=O)(O)C(O)C(O)C(=O)[O-].C(CCC)[NH+](CCCC)CCCC tributylammonium hydrogen tartrate